N=C(CCCSCCC(=O)OCCCCCCCCCCCCCCCC)NNC(CCCCCCCCCCCCCCC)=O hexadecyl 3-((4-imino-4-(2-palmitoylhydrazineyl)butyl)thio)propanoate